C1(CC1)C1=NC=C(C(=O)NC=2C=C3C(=NC=NC3=CC2OC)C=2C(=NN(C2)C)C=2C=NSC2)C=C1 6-cyclopropyl-N-(4-(3-(isothiazol-4-yl)-1-methyl-1H-pyrazol-4-yl)-7-methoxyquinazolin-6-yl)nicotinamide